[N+](=O)([O-])[O] Nitro-oxygen